(S)-methyl 2-((S)-2-(5-methoxy-1H-indole-2-carbonyl)-2-azaspiro[4.5]decane-3-carboxamido)-3-((S)-2-oxopiperidin-3-yl)propanoate COC=1C=C2C=C(NC2=CC1)C(=O)N1CC2(C[C@H]1C(=O)N[C@H](C(=O)OC)C[C@H]1C(NCCC1)=O)CCCCC2